1-(4-cyclopropylphenyl)-N-(5-methyl-1-(1H-tetrazol-5-yl)azepan-3-yl)cyclopropane-1-carboxamide C1(CC1)C1=CC=C(C=C1)C1(CC1)C(=O)NC1CN(CCC(C1)C)C1=NN=NN1